OC1=CC(=NN1CCC(F)(F)F)C(=O)[O-].[K+] potassium 5-hydroxy-1-(3,3,3-trifluoropropyl)-1H-pyrazole-3-carboxylate